3-chloro-1,2,4-triazin-5-amine ClC=1N=NC=C(N1)N